tert-butyl 6-(4-(tert-butyl)phenyl)-1-oxo-3,4-dihydro-2,7-naphthyridine-2(1H)-carboxylate C(C)(C)(C)C1=CC=C(C=C1)C=1C=C2CCN(C(C2=CN1)=O)C(=O)OC(C)(C)C